BrCC1=C(C=CC(=C1)F)C(F)(F)F 2-(bromomethyl)-4-fluoro-1-(trifluoromethyl)benzene